2,2-difluoro-N-[4-{2-[(5-fluoropyridin-2-yl)amino]-2-oxoethyl}-5,8-dioxo-6-(propan-2-yl)-5,6,7,8-tetrahydro-4H-pyrazolo[1,5-a]pyrrolo[3,4-d]pyrimidin-2-yl]acetamide FC(C(=O)NC1=NN2C(N(C3=C(C2=O)CN(C3=O)C(C)C)CC(=O)NC3=NC=C(C=C3)F)=C1)F